C(C)(C)(C)[PH+](C(C)(C)C)C(C)(C)C Tri-tert-Butylphosphonium